C1(=CC=CC2=CC=CC=C12)CCCO 1-naphthalenepropanol